N-[4-Fluoro-2-methyl-5-(1-propan-2-ylpyrazol-4-yl)phenyl]pyrazolo[1,5-a]pyridine-3-carboxamide FC1=CC(=C(C=C1C=1C=NN(C1)C(C)C)NC(=O)C=1C=NN2C1C=CC=C2)C